(S)-2-(4,4-difluoro-3-methylpiperidin-1-yl)-4-methyl-5-(trifluoromethyl)nicotinic acid FC1([C@H](CN(CC1)C1=C(C(=O)O)C(=C(C=N1)C(F)(F)F)C)C)F